tert-butyl (3-((4-(allyl(methyl)amino)-5-chloropyrimidin-2-yl)(tert-butoxycarbonyl)amino)benzyl)(but-3-en-1-yl)carbamate C(C=C)N(C1=NC(=NC=C1Cl)N(C=1C=C(CN(C(OC(C)(C)C)=O)CCC=C)C=CC1)C(=O)OC(C)(C)C)C